CC1=CC=C(C=C1)C(CS(=O)C1=NN=NN1C)=O 1-(4-methylphenyl)-2-((1-methyl-1H-tetrazol-5-yl)sulfinyl)ethan-1-one